rac-methyl (2S,3R,4R,5S)-3-(4-fluoro-2-hydroxy-3-methylphenyl)-4,5-dimethyl-5-(trifluoromethyl)tetrahydrofuran-2-carboxylate FC1=C(C(=C(C=C1)[C@@H]1[C@H](O[C@@]([C@@H]1C)(C(F)(F)F)C)C(=O)OC)O)C |r|